(5-chloro-2-(N-(3-(6-fluoro-2,3-dimethylphenyl)-1-methoxy-1-oxobutan-2-yl)sulfamoyl)phenyl)acetic acid ClC=1C=CC(=C(C1)CC(=O)O)S(NC(C(=O)OC)C(C)C1=C(C(=CC=C1F)C)C)(=O)=O